S(C)(=O)(=O)O.C1(CC1)[C@@H](NC(=O)[C@@H]1N[C@@H]2C[C@@H]2C1)C1=C(C=C(C(=C1)F)C(F)(F)F)F (1R,3R,5R)-N-((R)-cyclopropyl-(2,5-difluoro-4-(trifluoromethyl)phenyl)methyl)-2-azabicyclo[3.1.0]Hexane-3-carboxamide mesylate